C(CCC)(=O)O[BH-](OC(CCC)=O)OC(CCC)=O tributyryloxyborohydride